isopropoxybenzo[d]thiazol-6-amine C(C)(C)OC=1SC2=C(N1)C=CC(=C2)N